C(CC=C)N1CCNCC1 1-(but-3-en-1-yl)piperazine